(S)-4-(benzyloxy)-1-hydroxy-N-(4-oxo-1-phenylbutyl)cyclohexane-1-carboxamide C(C1=CC=CC=C1)OC1CCC(CC1)(C(=O)N[C@@H](CCC=O)C1=CC=CC=C1)O